C1=CC=CC=2C=C3C4=C(C=CC3=CC12)C1=CC=2C=CCC(C2C=C1C=C4)=O anthraanthrone